sodium benzotriazole salt N1N=NC2=C1C=CC=C2.[Na]